C(C)(C)(C1=CC=CC=C1)OOC(C)(C)C1=CC=CC=C1 cumylperoxide